C1(CC1)[C@H](C)N1C(C2=C(C=C(C=C2C1)C1=C(N=C(S1)NC1=NC(=CC=C1)N1C(CCC1)=O)C)S(=O)(=O)N1CC(C1)(F)F)=O (S)-2-(1-cyclopropylethyl)-7-((3,3-difluoroazetidin-1-yl)sulfonyl)-5-(4-methyl-2-((6-(2-oxopyrrolidin-1-yl)pyridin-2-yl)amino)thiazol-5-yl)isoindolin-1-one